FC(C(=O)C1=CC=CC=C1)(C1=CC=2C[C@H]3OCCN[C@H]3C2C=C1)F 2,2-difluoro-2-((4aS,9aR)-2,3,4,4a,9,9a-hexahydroindeno[2,1-b][1,4]oxazin-7-yl)-1-phenylethan-1-one